tert.-Butyl-8-{[2-(4-isopropylphenyl)imidazo-[1,2-a]pyridin-3-yl]methyl}-3,8-diazabicyclo[3.2.1]-octan-3-carboxylat C(C)(C)(C)OC(=O)N1CC2CCC(C1)N2CC2=C(N=C1N2C=CC=C1)C1=CC=C(C=C1)C(C)C